NC(=O)CCCCCCCCC capramide